(1s,3s)-3-(5-chloro-3-(1-(trifluoromethyl)-1H-pyrazol-4-yl)-2H-pyrazolo[4,3-b]pyridin-2-yl)cyclobutan-1-ol ClC=1C=CC=2C(N1)=C(N(N2)C2CC(C2)O)C=2C=NN(C2)C(F)(F)F